N-((1R,3r,5S,6r)-3-(5-chloro-1H-indazol-7-yl)-3-hydroxybicyclo[3.1.0]hexan-6-yl)acetamide ClC=1C=C2C=NNC2=C(C1)C1(C[C@H]2C([C@H]2C1)NC(C)=O)O